CC=1C=C(C=CC1N1CCN(CC1)C1CCN(CC1)C)NC=O N-(3-methyl-4-(4-(1-methylpiperidin-4-yl)piperazin-1-yl)phenyl)formamide